C(C)(=O)OC1=C(C=C(C=C1)CNC(CCCCC1=CC=CC=C1)=O)OC(C)=O 4-((5-phenyl-pentanamido) methyl)-1,2-phenylene diacetate